C(CCCCCCCCCC#N)#N undecanedinitrile